C(C)C(C(=O)O)CCCC.C(C)C(C(=O)O)CCCC.C(C)C(C(=O)O)CCCC.CN(C)CC1=C(C(=C(C=C1)O)CN(C)C)CN(C)C tris(dimethylaminomethyl)phenol tris(2-ethylhexanoate)